2-(pyrrolidin-1-yl)-6-fluoroaniline N1(CCCC1)C1=C(N)C(=CC=C1)F